tert-butyl 4-(3-(2,6-bis(benzyloxy)pyridin-3-yl)-5-fluoro-1-methyl-1H-indazol-6-yl)piperidine-1-carboxylate C(C1=CC=CC=C1)OC1=NC(=CC=C1C1=NN(C2=CC(=C(C=C12)F)C1CCN(CC1)C(=O)OC(C)(C)C)C)OCC1=CC=CC=C1